(Z)-3-(1-((1-(Cyclopropylmethyl)-1H-pyrazol-3-yl)amino)ethylidene)-5-(4-methylpyridin-3-yl)-1H-pyrrolo[2,3-c]pyridin-2(3H)-one C1(CC1)CN1N=C(C=C1)N\C(\C)=C\1/C(NC2=CN=C(C=C21)C=2C=NC=CC2C)=O